C(C=C)OC(C(=O)O)C 2-(allyloxy)propionic acid